BrC1=CC(=C(C(=C1)Cl)N1C(=CC(C2=C(N=CC(=C12)Cl)OCC(=O)OC)=O)C)Cl Methyl 2-((1-(4-bromo-2,6-dichlorophenyl)-8-chloro-2-methyl-4-oxo-1,4-dihydro-1,6-naphthyridin-5-yl)oxy)acetate